4-(3-cyclopropyl-7-fluoro-2-methyl-2H-indazol-5-yl)-5-fluoro-N-(5-(piperazin-1-ylmethyl)pyridin-2-yl)pyrimidin-2-amine C1(CC1)C=1N(N=C2C(=CC(=CC12)C1=NC(=NC=C1F)NC1=NC=C(C=C1)CN1CCNCC1)F)C